C1(CC1)N1C(C(=CC=C1)NC(=O)C1=CC=2C(N=C1OC(C)C)=NN(C2)C21COC(CC2)(C1)C)=O N-(1-cyclopropyl-2-oxo-1,2-dihydropyridin-3-yl)-6-isopropoxy-2-(1-methyl-2-oxabicyclo[2.2.1]heptan-4-yl)-2H-pyrazolo[3,4-b]pyridine-5-carboxamide